Cl.FC1(CCNCCC1)F 4,4-difluoroazepane hydrogen chloride